C(CCC)OCCCNCCCN1CCCC1 N-(3-(n-butoxy)propyl)-3-(pyrrolidinyl)propan-1-amine